1-(2-bromo-5-nitro-phenoxy)propan-2-amine BrC1=C(OCC(C)N)C=C(C=C1)[N+](=O)[O-]